O=C(CCOC[C@H](CC1CCNCC1)NC1=C(C(NN=C1)=O)C(F)(F)F)N1CCN(CC1)C1=NC=C(C=N1)C(F)(F)F (S)-5-((1-(3-Oxo-3-(4-(5-(trifluoromethyl)pyrimidin-2-yl)piperazin-1-yl)propoxy)-3-(piperidin-4-yl)propan-2-yl)amino)-4-(trifluoromethyl)pyridazin-3(2H)-one